3-(N-(3-chloro-1H-indol-7-yl)sulfamoyl)-N-(2-(naphthalen-2-yl)ethyl)benzamide ClC1=CNC2=C(C=CC=C12)NS(=O)(=O)C=1C=C(C(=O)NCCC2=CC3=CC=CC=C3C=C2)C=CC1